C(#N)C1=C(C=C2C=C(N(C2=C1)CC1CC1)C1=CC=C(C=C1)NC(OC(C)(C)C)=O)F tert-Butyl (4-(6-cyano-1-(cyclopropylmethyl)-5-fluoro-1H-indol-2-yl)phenyl)carbamate